Tert-Butyl 4-((4-Bromo-2-Methyl-6-(Trifluoromethyl)Pyridin-3-Yl)Carbamoyl)Piperidine-1-Carboxylate BrC1=C(C(=NC(=C1)C(F)(F)F)C)NC(=O)C1CCN(CC1)C(=O)OC(C)(C)C